ClC1=C(C(=O)N[C@H](C(=O)OCCCCCCCC)CNC(CNC(C2=CC(=CC=C2)NC(=N)N)=O)=O)C(=CC=C1)Cl (S)-octyl 2-(2,6-dichlorobenzamido)-3-(2-(3-guanidinobenzamido)acetamido)propanoate